NC(C)(C)C1=CC=C(C=C1)C=1C=CC=NC1 5-[4-(2-aminopropan-2-yl)phenyl]pyridin